C1(CCCCC1)CC1=CC=C(N=N1)NC(OCCCC)=O butyl N-[6-(cyclohexylmethyl)pyridazin-3-yl]carbamate